C(C1=CC=CC=C1)C1=NC=2N(C=C(NC2CC2=C(C(=CC=C2)F)F)C2=CC=CC=C2)C1=O 2-Benzyl-8-(2,3-difluorobenzyl)-6-phenylimidazo[1,2-a]pyrazin-3(7H)-on